FC(C=1C=C2C(=CC1)NC(C21CCN(CC1)CCOC=1C=NC(=NC1)C1(CC1)S(=O)(=O)C)=O)F 5-(difluoro-methyl)-1'-(2-{[2-(1-methanesulfonylcyclopropyl)pyrimidin-5-yl]oxy}ethyl)-1,2-dihydrospiro[indole-3,4'-piperidin]-2-one